C(C)(=O)O[C@H]1[C@@H](O[C@@H]([C@H]1OC(C)=O)COC(C)=O)[N+]1=CC(=CC=C1)C(=O)OC1C(CCC(C1)C)C(C)C 1-((2R,3R,4R,5R)-3,4-diacetoxy-5-(acetoxymethyl)tetrahydrofuran-2-yl)-3-(((2-isopropyl-5-methylcyclohexyl)oxy)carbonyl)pyridin-1-ium